C(C1=CC=C(NCC2=CN=C3N=C(N)NC(=O)C3=N2)C=C1)(=O)N[C@@H](CCC(=O)O)C(=O)O pteroylglutamic acid